calcium chloride Tris-HCL Cl.Cl.Cl.[Cl-].[Ca+2].[Cl-]